7-(1-Methyl-1H-imidazol-4-yl)-2-(3-(trifluoromethyl)phenyl)-1H-indol-5-amine CN1C=NC(=C1)C=1C=C(C=C2C=C(NC12)C1=CC(=CC=C1)C(F)(F)F)N